N-(3-(1,1-difluoroethyl)phenyl)-3-methyl-5-oxo-1-(4-(4,4,5,5-tetramethyl-1,3,2-dioxaborolan-2-yl)phenyl)-4,5-dihydro-1H-pyrazole-4-carboxamide FC(C)(F)C=1C=C(C=CC1)NC(=O)C1C(=NN(C1=O)C1=CC=C(C=C1)B1OC(C(O1)(C)C)(C)C)C